C(C)/C(=C(/C(=O)O)\CC)/C(=O)O.OCCOC=1C=C2C=CC(=CC2=CC1)C1(C2=CC=CC=C2C=2C=CC=CC12)C1=CC2=CC=C(C=C2C=C1)OCCO 9,9-bis[6-(2-hydroxyethoxy)naphthalen-2-yl]Fluorene DiEthylMaleate